COC(=O)C=1C(=CC=CC1)C1=CC(=C(C=C1)OC)OCC1=NC=CC=C1C 4'-methoxy-3'-((3-methylpyridin-2-yl)methoxy)-[1,1'-biphenyl]-2-carboxylic acid methyl ester